N-ethyl-N-methyl-piperazine-1-sulfonamide C(C)N(S(=O)(=O)N1CCNCC1)C